N-hydroxy-5-(5-oxo-5,6-dihydro-12H-[1,3]dioxolo[4',5':5,6]indolo[3,2-c]isoquinolin-12-yl)pentanoic acid amide ONC(CCCCN1C2=CC3=C(C=C2C=2NC(C4=CC=CC=C4C21)=O)OCO3)=O